Cl.C(C)N=C=N N'-ethyl-carbodiimide hydrochloride